N-(hydroxymethyl)urea OCNC(=O)N